((1r,3R,5S,7r)-3,5-dimethyladamantan-1-yl)succinimide C[C@]12CC3(CC(C[C@@](C1)(C3)C)C2)C2C(=O)NC(C2)=O